(R)-4-chloro-5-(3-((4-(1-ethyl-3,5-dimethyl-1H-pyrazol-4-yl)pyridin-2-yl)oxy)pyrrolidin-1-yl)pyridazin-3(2H)-one ClC=1C(NN=CC1N1C[C@@H](CC1)OC1=NC=CC(=C1)C=1C(=NN(C1C)CC)C)=O